7-(benzo[b]thiophen-3-yl)-4-((1R,5S)-3,8-diazabicyclo[3.2.1]octan-3-yl)-8-fluoro-2-((tetrahydro-1H-pyrrolizin-7a(5H)-yl)methoxy)quinazoline S1C2=C(C(=C1)C1=CC=C3C(=NC(=NC3=C1F)OCC13CCCN3CCC1)N1C[C@H]3CC[C@@H](C1)N3)C=CC=C2